3-(trifluoromethyl-1H-pyrazol-1-yl)butanoic acid FC(F)(F)C1=NN(C=C1)C(CC(=O)O)C